FC=1C(NC(N(C1)[C@H]1C[C@@H]2OP(OC[C@H]2O1)(=O)OCC1=CC=CC2=CC=CC=C12)=O)=O 5-Fluoro-1-((4aR,6R,7aS)-2-(naphthalen-1-ylmethoxy)-2-oxotetrahydro-4H-furo[3,2-d][1,3,2]dioxaphosphorin-6-yl)pyrimidine-2,4(1H,3H)-dione